C1(CC1)CN1CC[C@]23CCN(CC[C@]2([C@H]1CC1=CC=C(C=C13)O)O)C(CN1N=C(C=C1)C(F)(F)F)=O 1-((5aS,6R,11bR)-14-(cyclopropylmethyl)-5a,10-dihydroxy-1,2,5,5a,6,7-hexahydro-6,11b-(epiminoethano)naphtho[1,2-d]azepin-3(4H)-yl)-2-(3-(trifluoromethyl)-1H-pyrazol-1-yl)ethan-1-one